2-[(vinyldimethylsilyl)oxy]-ethanethiol C(=C)[Si](OCCS)(C)C